N(=NC(C#N)(CC)C)C(C#N)(CC)C azo-bis(2-methylbutyronitrile)